FC=1C=C(C=CC1OC)C1=NC2=C(N1)C=C(C=C2C)C2CCN(CC2)C2CCN(CC2)C(C)C 2-(3-fluoro-4-methoxyphenyl)-6-(1'-isopropyl-[1,4'-bipiperidin]-4-yl)-4-methyl-1H-benzo[d]imidazole